(R)-1-(7-(8-ethyl-7-fluoro-3-(methoxymethoxy)naphthalen-1-yl)-2-(methylthio)-5,6,7,8-tetrahydropyrido[3,4-d]pyrimidin-4-yl)-3-methylpiperidin-3-ol C(C)C=1C(=CC=C2C=C(C=C(C12)N1CC=2N=C(N=C(C2CC1)N1C[C@@](CCC1)(O)C)SC)OCOC)F